C(#N)CC1(C(CN(CC1)CC1=CC=C(C=C1)C1=CC=CC=C1)F)N1N=C(C(=C1)C(=O)N)NC(=O)C1C(C1)C#C 1-[4-(cyanomethyl)-3-fluoro-1-[(4-phenylphenyl)methyl]-4-piperidyl]-3-[(2-ethynylcyclopropanecarbonyl)amino]pyrazole-4-carboxamide